(2S,4s)-(1-((5-methoxy-7-methyl-1H-indol-4-yl)methyl)-4-(4-(methylsulfonyl)-1H-pyrazol-1-yl)piperidin-2-yl)benzoic acid COC=1C(=C2C=CNC2=C(C1)C)CN1[C@@H](C[C@H](CC1)N1N=CC(=C1)S(=O)(=O)C)C1=C(C(=O)O)C=CC=C1